FC(CN1N=NC2=C1C=C(C=C2)C=2C(=CN1N=C(N=C(C12)OC)NC1CC(C1)(O)C)F)F (1r,3r)-3-((5-(1-(2,2-difluoroethyl)-1H-benzo[d][1,2,3]triazol-6-yl)-6-fluoro-4-methoxypyrrolo[2,1-f][1,2,4]triazin-2-yl)amino)-1-methylcyclobutan-1-ol